thiazol-4-ylmethyl 4-(6-(2-morpholino-2-oxoethyl)pyrazolo[1,5-a]pyrimidin-3-yl)piperidine-1-carboxylate O1CCN(CC1)C(CC=1C=NC=2N(C1)N=CC2C2CCN(CC2)C(=O)OCC=2N=CSC2)=O